C(C)(=O)NC1=CC=C(C=C1)C=1C(=CC(=NC1)Cl)N1C[C@H](CCC1)NC(OC(C)(C)C)=O tert-butyl N-[(3S)-1-[5-(4-acetamidophenyl)-2-chloro-4-pyridyl]-3-piperidyl]carbamate